NC(CCCCCCCC(=O)O)=O 9-amino-9-oxononanoic acid